C(C)(C)(C)OC(NC1=C(C=C(C=C1)OC1CCNCC1)OC)=O (2-Methoxy-4-(piperidin-4-yloxy)phenyl)carbamic acid tert-butyl ester